3-fluoro-N-[4-fluoro-3-(5-{3-oxa-8-azabicyclo[3.2.1]octan-8-yl}-2H-pyrazolo[3,4-b]pyridin-2-yl)phenyl]azetidine-1-carboxamide FC1CN(C1)C(=O)NC1=CC(=C(C=C1)F)N1N=C2N=CC(=CC2=C1)N1C2COCC1CC2